C(#N)[C@H](C[C@@H]1C(NCC1)=O)NC(=O)[C@H]1N([C@@H]2CC([C@H]1CC2)(F)F)C(=O)C=2C=CC=C1C=C(NC21)C (1S,3S,4S)-N-((S)-1-cyano-2-((R)-2-oxopyrrolidin-3-yl)ethyl)-5,5-difluoro-2-(2-methyl-1H-indole-7-carbonyl)-2-azabicyclo[2.2.2]octane-3-carboxamide